N-(5-(4-Cyano-3-methylphenoxy)-2-methoxyphenyl)-1-methyl-5-oxo-pyrrolidine-2-carboxamide C(#N)C1=C(C=C(OC=2C=CC(=C(C2)NC(=O)C2N(C(CC2)=O)C)OC)C=C1)C